N,N-diphenyl-4-(2-(pyridine-4-yl)vinyl)aniline C1(=CC=CC=C1)N(C1=CC=C(C=C1)C=CC1=CC=NC=C1)C1=CC=CC=C1